2-methylbutanoic acid, ethyl ester CC(C(=O)OCC)CC